ClC1=CC=C(C=C1)C1=C(CCC(C1)(C)C)CN1C2CN(C(C1)CC2)CC=2C(=C1CN(C(C1=CC2)=O)C2C(NC(CC2)=O)=O)F 3-(5-((5-((4'-chloro-5,5-dimethyl-3,4,5,6-tetrahydro-[1,1'-biphenyl]-2-yl)methyl)-2,5-diazabicyclo[2.2.2]octane-2-yl)methyl)-4-fluoro-1-oxoisoindolin-2-yl)piperidine-2,6-dione